ClC=1C(=C(C#N)C=C(C1)C(C)(C)C1=CC=C(C=C1)OCC1=NC(=NC=C1)N1C[C@@H]2CN(C[C@@H]2C1)C1CCNCC1)OCCCl 3-chloro-2-(2-chloroethoxy)-5-(2-(4-((2-((3aR,6aS)-5-(piperidin-4-yl)hexahydroPyrrolo[3,4-c]pyrrol-2(1H)-yl)pyrimidin-4-yl)methoxy)phenyl)propan-2-yl)benzonitrile